ClC=1C=C(C(=NC1OCC)NS(=O)(=O)C1=CNC2=C1C=CC=1C=CNC21)F N-(5-chloro-6-ethoxy-3-fluoropyridin-2-yl)-1,8-dihydropyrrolo[3,2-g]indole-3-sulfonamide